C1(CCCCC1)C1=NC2=CC=CC=C2C(N1)=O 2-cyclohexyl-quinazolin-4(3H)-one